2,6-dimethoxy-4-(2-(8-nitroquinolin-2-yl)vinyl)phenol COC1=C(C(=CC(=C1)C=CC1=NC2=C(C=CC=C2C=C1)[N+](=O)[O-])OC)O